FC=1C=C(C=CC1OC1=CC=NC2=CC(=C(C=C12)OC)OCCCCCCCS)N(C(=O)C1(CC1)C(=O)N)C1=CC=C(C=C1)F N-(3-fluoro-4-((7-(7-mercaptoheptyloxy)-6-methoxyquinolin-4-yl)oxy)phenyl)-N-(4-fluorophenyl)cyclopropane-1,1-dicarboxamide